3-[(1R)-1-hydroxy-2-[(2R,4S)-4-{[(6-methanesulfonyl-5-methylpyridin-3-yl)oxy]methyl}-2-methylpyrrolidin-1-yl]ethyl]benzonitrile O[C@@H](CN1[C@@H](C[C@@H](C1)COC=1C=NC(=C(C1)C)S(=O)(=O)C)C)C=1C=C(C#N)C=CC1